Kalium t-pentoxid CCC(C)(C)[O-].[K+]